[Si](C)(C)(C(C)(C)C)O[C@H]1C[C@@H](O[C@]1(CCl)CO[Si](C)(C)C(C)(C)C)N1C2=NC=NC(=C2N=C1)N 9-[(2R,4S,5R)-4-[(tert-butyldimethylsilyl)oxy]-5-{[(tert-butyldimethylsilyl)oxy]methyl}-5-(chloromethyl)oxolan-2-yl]purin-6-amine